Methyl (R)-3-(((S)-1-(4-(difluoromethoxy) phenyl) ethyl) amino)-2-hydroxypropanoate FC(OC1=CC=C(C=C1)[C@H](C)NC[C@H](C(=O)OC)O)F